C(C)(C)(C)N1N=C(C=C1NC1=NC=CC=2N1C=C(N2)COC)[C@H]2C[C@H](CO2)N(C(O)=O)C2(CC2)C.CN(C2=CC=CC=C2)C N,N-dimethyl-aniline (3R,5R)-5-(1-(tert-butyl)-5-((2-(methoxymethyl)imidazo[1,2-c]pyrimidin-5-yl)amino)-1H-pyrazol-3-yl)tetrahydrofuran-3-yl-(1-methylcyclopropyl)carbamate